1-(dimethylamino)-2-hydroxyethylidenebisphosphonic acid CN(C(CO)(P(O)(O)=O)P(O)(O)=O)C